N2-(2-methoxy-4-(1-methyl-1H-pyrazol-3-yl)phenyl)-6-methyl-N8-neopentylpyrido[3,4-d]pyrimidine-2,8-diamine COC1=C(C=CC(=C1)C1=NN(C=C1)C)NC=1N=CC2=C(N1)C(=NC(=C2)C)NCC(C)(C)C